CN(CCN1CC(C1)NC(NC1=CC=C2C(=N1)N(C=C2C2=C(C=CC=C2)OC)COCC[Si](C)(C)C)=O)C 3-[1-[2-(dimethylamino)ethyl]azetidin-3-yl]-1-[3-(2-methoxyphenyl)-1-[[2-(trimethylsilyl)ethoxy]methyl]pyrrolo[2,3-b]pyridin-6-yl]urea